CN1C2CC(CC1CC2)OC=2C=C(C(=O)N[C@H](C)C=1C=NC(=NC1)C(F)(F)F)C=C(C2)C=2SC(=CN2)C 3-{[(3-endo)-8-methyl-8-azabicyclo[3.2.1]oct-3-yl]oxy}-5-(5-methyl-1,3-thiazol-2-yl)-N-{(1R)-1-[2-(trifluoromethyl)pyrimidin-5-yl]ethyl}benzamide